3-methyl-salicylic acid sodium salt [Na+].CC1=C(C(C(=O)[O-])=CC=C1)O